C(C)NC(=O)NC1=NC=C2C=C(C=3N(C2=C1)N=CN3)C=3C=NC(=CC3C)[C@@H](CC)O (R)-1-ethyl-3-(4-(6-(1-hydroxypropyl)-4-methylpyridin-3-yl)-[1,2,4]triazolo[1,5-a][1,6]naphthyridin-8-yl)urea